2-dimethylamino-2-[(4-methylphenyl)methyl]-1-[4-(4-morpholinyl)phenyl]1-butanone CN(C(C(=O)C1=CC=C(C=C1)N1CCOCC1)(CC)CC1=CC=C(C=C1)C)C